N-((2S,3S,4R)-3,4-bis(benzyloxy)-1-{[(1S,2S,3S,4S,5R)-2,3,4-tris(Benzyloxy)-5-(ethoxymethyl)cyclohexyl]oxy}octadecane-2-yl)hexacosanamide C(C1=CC=CC=C1)O[C@@H]([C@H](CO[C@@H]1[C@@H]([C@H]([C@H]([C@H](C1)COCC)OCC1=CC=CC=C1)OCC1=CC=CC=C1)OCC1=CC=CC=C1)NC(CCCCCCCCCCCCCCCCCCCCCCCCC)=O)[C@@H](CCCCCCCCCCCCCC)OCC1=CC=CC=C1